C[C@@]1(N(CCC1)C1=NC2=C(C(=CC=C2C(=C1)N1C=NC=C1)Cl)Cl)COCC(C(=O)[O-])F 3-(((S)-methyl 1-(7,8-dichloro-4-(1H-imidazol-1-yl) quinolin-2-yl) pyrrolidin-2-yl) methoxy)-2-fluoropropionate